FC=1C=CC=C2C=CN(C12)[Si](C)(C)C 7-fluoro-1-(trimethylsilyl)-1H-indole